OC(C)(C)C1=NN=C(O1)C=1SC=C(N1)C(=O)N (5-(2-hydroxypropan-2-yl)-1,3,4-oxadiazol-2-yl)thiazole-4-carboxamide